rac-3-(1-Azabicyclo[3.2.1]octan-5-yl)-5-(piperidin-1-ylmethyl)-5,6-dihydro-1,4,2-dioxazine N12CCCC(CC1)(C2)C2=NOCC(O2)CN2CCCCC2